NC=1N=C(SC1C(=O)C1=CC(=NO1)C(=O)NC1CC(C1)(F)F)N(C1=CC=C(C=C1)F)[C@H](C(=O)N)C (S)-5-[4-amino-2-(N-(2-amino-1-methyl-2-oxo-ethyl)-4-fluoro-anilino)thiazole-5-carbonyl]-N-(3,3-difluorocyclobutyl)isoxazole-3-carboxamide